tert-Butyl N-[(4S)-4-(3-amino-2-chlorophenyl)-4-methyl-6-oxo-1-(tetrahydropyran-4-yl-methyl)hexahydropyrimidin-2-ylidene]carbamate NC=1C(=C(C=CC1)[C@]1(NC(N(C(C1)=O)CC1CCOCC1)=NC(OC(C)(C)C)=O)C)Cl